17beta-(Acetylthio)estra-1,3,5(10)-trien-3-ol C(C)(=O)S[C@@H]1[C@]2(C)[C@@H](CC1)[C@@H]1CCC=3C=C(C=CC3[C@H]1CC2)O